C[Si](OCCOC)(OCCOC)OCCOC methyltri(methoxyethoxy)silane